COC(=O)C1=NC(=CN=C1OC)Cl.C1(=CC=C(C=C1)N(C1=CC=C(C=C1)C)C=1C2=CC=CC=C2C(=C2C=CC=CC12)N(C1=CC=C(C=C1)C)C1=CC=C(C=C1)C)C 9,10-bis[N,N-di(p-tolyl)amino]Anthracene methyl-6-chloro-3-methoxypyrazine-2-carboxylate